ClC1=CC=C(C=C1)[C@@H](C)OC1=NN=C(S1)NC(=O)C=1C=NC(=CC1C1=C(C=CC=C1)OC)C N-[5-[(1R)-1-(4-chlorophenyl)ethoxy]-1,3,4-thiadiazol-2-yl]-4-(2-methoxyphenyl)-6-methylpyridine-3-carboxamide